5-methoxy-4-propylsulfanyl-3-bromo-2(5H)furanone COC1C(=C(C(O1)=O)Br)SCCC